((2-(3-((3-amino-6-methoxypyridin-2-yl)(tert-butoxycarbonyl)-amino)propyl)-4-fluorophenyl)amino)-2-fluoro-3-(trifluoromethyl)-benzoic acid methyl ester COC(C1=C(C(=C(C=C1)NC1=C(C=C(C=C1)F)CCCN(C(=O)OC(C)(C)C)C1=NC(=CC=C1N)OC)C(F)(F)F)F)=O